[Mo]=O monomolybdenum oxide